(R)-5-Fluoro-4-((2-hydroxyethyl)sulfonamido)-N-(2-(2-methylmorpholino)pyrimidin-4-yl)-2-(6-azaspiro[2.5]octan-6-yl)benzamide FC=1C(=CC(=C(C(=O)NC2=NC(=NC=C2)N2C[C@H](OCC2)C)C1)N1CCC2(CC2)CC1)NS(=O)(=O)CCO